2-{6-[methyl-(2,2,6,6-tetramethylpiperidin-4-yl)amino]pyridazin-3-yl}-5-(1,3-oxazol-2-yl)pyridin-3-ol CN(C1=CC=C(N=N1)C1=NC=C(C=C1O)C=1OC=CN1)C1CC(NC(C1)(C)C)(C)C